(R)-2-fluoro-4-(1-methyl-1H-1,2,3-triazol-4-yl)-N-(2-(2-(methylamino)pyrimidin-4-yl)thieno[3,2-c]pyridin-4-yl)-N-(piperidin-3-yl)benzamide FC1=C(C(=O)N([C@H]2CNCCC2)C2=NC=CC3=C2C=C(S3)C3=NC(=NC=C3)NC)C=CC(=C1)C=1N=NN(C1)C